1-(2-acetylphenyl)propan-1-one C(C)(=O)C1=C(C=CC=C1)C(CC)=O